[AsH](OC)([O-])=O.[Na+] monosodium methyl arsonate